ClC1=CN=C2C=CC(=NC2=C1C1(COC1)OC)OC 7-chloro-2-methoxy-8-(3-methoxyoxetan-3-yl)-1,5-naphthyridine